1-(3-fluoropropyl)-N-(3-methoxy-4-((6S,8R)-8-methyl-7-(2,2,2-trifluoroethyl)-6,7,8,9-tetrahydro-3H-pyrazolo[4,3-J]isoquinolin-6-yl)phenyl)azetidin-3-amine FCCCN1CC(C1)NC1=CC(=C(C=C1)[C@@H]1C(C2[C@H](CN=C3C2(C=C1)CN=N3)C)CC(F)(F)F)OC